OC(C(=O)OC)C=1C=NN(C1)C Methyl 2-hydroxy-2-(1-methyl-1H-pyrazol-4-yl)acetate